(3S)-3-(2-(3-(difluoromethyl)-5-(2-(dimethylamino)ethyl)-2-oxopyridin-1(2H)-yl)-4-methylpentanamido)-3-(4-fluoro-2',4',5,6'-tetramethyl-[1,1'-biphenyl]-3-yl)propanoic acid FC(C=1C(N(C=C(C1)CCN(C)C)C(C(=O)N[C@@H](CC(=O)O)C=1C=C(C=C(C1F)C)C1=C(C=C(C=C1C)C)C)CC(C)C)=O)F